C(C)(C)(C)OC(=O)N1[C@@H]([C@@H](CC1)N(C)CC1=CC=CC=C1)CO.C1(=CC=CC=C1)C1=C(C(=NN=N1)C=1C(=C(C=CC1)C1=CC=CC=C1)C1=C(C=CC=2SC3=C(C21)C=CC=C3)C3=C(C=CC=C3)C3=CC=CC=C3)C3=CC=CC=C3 (diphenyltriazinyl)[(biphenylyl)dibenzothiophenyl]biphenyl tert-butyl-(2S,3R)-3-(benzyl(methyl)amino)-2-(hydroxymethyl)pyrrolidine-1-carboxylate